(prop-1-en-2-yl)-5,6,7,8-tetrahydropyrido[3,4-d]pyrimidine trifluoroacetate FC(C(=O)O)(F)F.C=C(C)C=1N=CC2=C(N1)CNCC2